2-[6-(3,5-Difluoro-4-methyl-phenyl)pyrazolo[4,3-b]pyridin-1-yl]-1-pyrrolidin-1-yl-ethanone FC=1C=C(C=C(C1C)F)C=1C=C2C(=NC1)C=NN2CC(=O)N2CCCC2